5-chloro-2-({[(2-methoxyphenyl)methyl]amino}methyl)-7,8-dihydro-6H-spiro[[1,3]oxazolo[5,4-f]quinazoline-9,1'-cyclohexan]-7-one ClC=1C=C2C(=C3C1NC(NC31CCCCC1)=O)OC(=N2)CNCC2=C(C=CC=C2)OC